(7S,9aR)-7-(4-Chlorobenzyl)-8-(4-(5-Methyloxazol-2-yl)cyclohexyl)octahydropyrazino[2,1-c][1,4]oxazin ClC1=CC=C(C[C@@H]2N(C[C@@H]3COCCN3C2)C2CCC(CC2)C=2OC(=CN2)C)C=C1